2-fluoro-6-(2-methyl-4-(trifluoromethoxy)phenoxy)-3-(trifluoromethyl)benzoic acid FC1=C(C(=O)O)C(=CC=C1C(F)(F)F)OC1=C(C=C(C=C1)OC(F)(F)F)C